1,1,2,2-tetraphenyl-propane C1(=CC=CC=C1)C(C(C)(C1=CC=CC=C1)C1=CC=CC=C1)C1=CC=CC=C1